P(=O)(O)(O)O.C(#N)CC(=O)N1C[C@H](C(=CC1)C1=C2C(=NC(=C1)NC(=O)C1CC1)NC=C2)C (S)-N-(4-(1-(2-cyanoacetyl)-3-methyl-1,2,3,6-tetrahydropyridin-4-yl)-1H-pyrrolo[2,3-b]pyridin-6-yl)cyclopropanecarboxamide phosphate